sodium tetrafluorophenol FC=1C(=C(C(=C(C1)O)F)F)F.[Na]